2,6-dioxoadamantane O=C1C2CC3C(C(CC1C3)C2)=O